2-(hydroxymethyl)-N-(6-(4-methylpyridin-3-yl)benzo[d]thiazol-2-yl)cyclopropane-1-carboxamide OCC1C(C1)C(=O)NC=1SC2=C(N1)C=CC(=C2)C=2C=NC=CC2C